6-chloro-2-(5-(1,1-difluoro-2-methoxyethyl)-1H-1,2,4-triazol-3-yl)-5-methoxy-1-methyl-3-(1H-pyrazol-4-yl)-1H-indole-7-carbonitrile ClC1=C(C=C2C(=C(N(C2=C1C#N)C)C1=NNC(=N1)C(COC)(F)F)C=1C=NNC1)OC